8-{3-[(ethanesulfonyl)meth-yl]azetidin-1-yl}-N-{3-[(3S,4R)-3-fluoro-4-methoxypiperidin-1-yl]-1,2,4-triazin-5-yl}-5-(propan-2-yl)isoquinolin-3-amine C(C)S(=O)(=O)CC1CN(C1)C=1C=CC(=C2C=C(N=CC12)NC=1N=C(N=NC1)N1C[C@@H]([C@@H](CC1)OC)F)C(C)C